C(CC)[Na].[K] potassium propyl-sodium